CC1(OB(OC1(C)C)C=1C=CC(=NC1)SC)C 5-(4,4,5,5-tetramethyl-1,3,2-dioxaborolan-2-yl)-2-(methylthio)pyridine